C(#N)CC1CC(C1)(C1=NN=CN1C)C=1C=C(C=CC1)NC(=O)C1=CC(=C2C(=N1)C=CN2)[C@@H](C)N2C[C@H](CCC2)C N-(3-((1s,3S)-3-(cyanomethyl)-1-(4-methyl-4H-1,2,4-triazol-3-yl)cyclobutyl)phenyl)-7-((R)-1-((S)-3-methylpiperidin-1-yl)ethyl)-1H-pyrrolo[3,2-b]pyridine-5-carboxamide